BrC=1C(=C2C(=NC1)NC(=N2)C2=C(N(C(=C2)C)C2=CC=C(C=C2)S(=O)(=O)N2CCOCC2)C)N[C@@H]2CN(CC2)S(=O)(=O)CC (S)-6-Bromo-2-(2,5-dimethyl-1-(4-(morpholinosulfonyl)phenyl)-1H-pyrrol-3-yl)-N-(1-(ethylsulfonyl)pyrrolidin-3-yl)-3H-imidazo[4,5-b]pyridin-7-amin